trimethyl-(2-pyridyl)silane C[Si](C1=NC=CC=C1)(C)C